6-[3-(1,3-Benzothiazol-2-ylamino)-4-methyl-6,7-dihydro-5H-pyrido[2,3-c]pyridazin-8-yl]-3-[1-[[3,5-dimethyl-7-(2-pyrrolidin-1-ylethoxy)-1-adamantyl]methyl]-5-methyl-pyrazol-4-yl]pyridin S1C(=NC2=C1C=CC=C2)NC2=C(C1=C(N=N2)N(CCC1)C1=CC=C(C=N1)C=1C=NN(C1C)CC12CC3(CC(CC(C1)(C3)OCCN3CCCC3)(C2)C)C)C